16-methyl-oleic acid CC(CCCCC\C=C/CCCCCCCC(=O)O)CC